ClC1=C2C=C(N(C2=CC(=C1)Cl)CCNC(OC(C)(C)C)=O)C#N tert-butyl (2-(4,6-dichloro-2-cyano-1H-indol-1-yl)ethyl)carbamate